4-[(3-morpholinopropyl)ethoxymethylsilyl]styrene O1CCN(CC1)CCC[SiH](C1=CC=C(C=C)C=C1)COCC